7-[[5-(4-methylpiperazin-1-yl)-2-pyridyl]amino]-4-(3-pyridyl)isoindolin-1-one CN1CCN(CC1)C=1C=CC(=NC1)NC=1C=CC(=C2CNC(C12)=O)C=1C=NC=CC1